C1=CN(C(=O)N=C1N)[C@]2([C@@H]([C@@H]([C@H](O2)CO)O)O)O hydroxycytidine